tert-butyl (3-(5-(trifluoromethyl)pyridin-3-yl)-3-azabicyclo[3.1.0]hexan-1-yl)carbamate FC(C=1C=C(C=NC1)N1CC2(CC2C1)NC(OC(C)(C)C)=O)(F)F